N1C(CCCCC1)=O 1-azacycloheptan-2-one